butyl-amino-ethanol C(CCC)C(C)(O)N